N[C@@H](CC(=O)N1[C@@H](C(N(CCC1)CC)=O)C)CC1=C(C=CC(=C1)F)F (R)-4-((R)-3-amino-4-(2,5-difluorophenyl)butanoyl)-1-ethyl-3-methyl-1,4-diazepan-2-one